O1C(=CC=C1)C1=NNC(O1)=O 5-(furan-2-yl)-1,3,4-oxadiazol-2(3H)-one